C(C)(C)(C)OC(=O)N[C@@H](CC(=O)OCC)C1=C(C(=CC(=C1)B1OC(C(O1)(C)C)(C)C)C)F (S)-ethyl 3-(tert-butoxycarbonylamino)-3-(2-fluoro-3-methyl-5-(4,4,5,5-tetramethyl-1,3,2-dioxaborolan-2-yl)phenyl)propanoate